1,3-dibromo-5-(3,7-dimethyloctyl)thieno[3,4-c]pyrrole-4,6-dione BrC=1SC(=C2C1C(N(C2=O)CCC(CCCC(C)C)C)=O)Br